C(=O)O.C[C@@H]1N(C[C@H]1CS(=O)(=O)C)C=O ((2S,3R)-2-methyl-3-((methylsulfonyl)methyl)azetidin-1-yl)methanone formate